C1(=CC(=CC(=C1)C#N)C#N)C1=CC=CC=C1 biphenyl-3,5-dinitrile